O=C1NC=2C(=NC=CC2C=2C=C3CCCC(C3=CC2)NC(=O)C2=NC(=NO2)C(C)(C)C)N1 3-tert-Butyl-[1,2,4]oxadiazole-5-carboxylic acid [6-(2-oxo-2,3-dihydro-1H-imidazo[4,5-b]pyridin-7-yl)-1,2,3,4-tetrahydro-naphthalen-1-yl]-amide